CNC(CCCC1=CC=C(C=C1)N1C2(CCC2)C(N(C1=S)C1=CC(=C(C=C1)C#N)C(F)(F)F)=O)=O N-methyl-4-{4-[7-(4-cyano-3-trifluoromethylphenyl)-8-oxo-6-thioxo-5,7-diaza-spiro[3.4]oct-5-yl]phenyl}butanamide